O[C@@H]([C@@H](C(=O)N[C@@H](CC(C)C)B1OC([C@H]2CN(C[C@@H](C(O1)=O)N2C)C2=CC=CC=C2)=O)NC(C2=NC(=CC=C2)C2=CC=CC=C2)=O)C N-((2S,3R)-3-hydroxy-1-(((R)-3-methyl-1-((1R,7S)-11-methyl-2,6-dioxo-9-phenyl-3,5-dioxa-9,11-diaza-4-borabicyclo[5.3.1]undecan-4-yl)butyl)amino)-1-oxobutan-2-yl)-6-phenylpicolinamide